4-[5-chloro-6-oxo-4-[[(3S)-tetrahydropyran-3-yl]methylamino]pyridazin-1-yl]-N-methyl-N-phenyl-piperidine-1-sulfonamide ClC1=C(C=NN(C1=O)C1CCN(CC1)S(=O)(=O)N(C1=CC=CC=C1)C)NC[C@H]1COCCC1